tert-butyl 6-((2-(4,4-difluorocyclohexyl)-4-(2,5-difluorophenyl) pyridin-3-yl) carbamoyl)-2,6-diazaspiro[3.3]heptane-2-carboxylate FC1(CCC(CC1)C1=NC=CC(=C1NC(=O)N1CC2(CN(C2)C(=O)OC(C)(C)C)C1)C1=C(C=CC(=C1)F)F)F